C(C1=CC=CC=C1)N1CCN(CC1)C(CN(S(=O)(=O)C1=CC=CC=C1)C1=CC(=CC(=C1)C)C)=O N-[2-(4-benzyl-1-piperazinyl)-2-oxoethyl]-N-(3,5-dimethyl-phenyl)benzenesulfonamide